ClC=1C(=NN(C1C(=O)[C@](N)(CC(C)C)C(=O)N[C@@H](C[C@H]1C(NCC1)=O)C#N)C)C 2-[(4-chloro-1,3-dimethyl-1H-pyrazol-5-yl)carbonyl]-N-{(1S)-1-cyano-2-[(3S)-2-oxopyrrolidin-3-yl]Ethyl}-L-leucinoamide